thulium dihydroxide [OH-].[OH-].[Tm+2]